(1-(6-Bromopyridin-2-yl)piperidin-4-yl)methanol BrC1=CC=CC(=N1)N1CCC(CC1)CO